dimethylbenzyl orthoacetate C(C)(OC(C1=CC=CC=C1)(C)C)([O-])[O-]